tolyl 2-ethylhexanoate C(C)C(C(=O)OC1=C(C=CC=C1)C)CCCC